3-(2,6-difluoro-3,5-dimethoxyphenyl)-7-(1,3-dimethyl-1H-pyrazol-4-yl)-1-(2-(1-methyl-1H-pyrazol-4-yl)ethyl)-3,4-dihydropyrido[4,3-d]pyrimidin-2(1H)-one FC1=C(C(=C(C=C1OC)OC)F)N1C(N(C2=C(C1)C=NC(=C2)C=2C(=NN(C2)C)C)CCC=2C=NN(C2)C)=O